N-(4-(N-(2-(3-(dimethylamino)propyl)isoindolin-5-yl)sulfamoyl)naphthalen-1-yl)-2-methylbenzamide CN(CCCN1CC2=CC=C(C=C2C1)NS(=O)(=O)C1=CC=C(C2=CC=CC=C12)NC(C1=C(C=CC=C1)C)=O)C